C1(CC1)CNCC1=CC(=NC(=C1)C(F)(F)F)N1C(C2=CC(=CC=C2C1)C1(COC1)CC1=NN=CN1C)=O 2-(4-(((Cyclopropylmethyl)amino)methyl)-6-(trifluoromethyl)pyridin-2-yl)-6-(3-((4-methyl-4H-1,2,4-triazol-3-yl)methyl)oxetan-3-yl)isoindolin-1-one